C(C)(C)(C)OC(=O)N1CCC(CC1)N[C@H]1CN2C(OC1)=NC(=C2)[N+](=O)[O-] (S)-4-((2-nitro-6,7-dihydro-5H-imidazo[2,1-b][1,3]oxazin-6-yl)amino)piperidine-1-carboxylic acid tert-butyl ester